C(C)(=O)OCC(COC)OC 2,3-dimethoxy-1-propanol acetate